2-((2-(ethyl-d5)-6-fluoro-5-(4-(2-(3-hydroxyazetidin-1-yl)-2-oxoethyl)piperazine-1-yl)pyrazolo[1,5-a]pyridin-3-yl)(methyl)amino)-4-(4-fluorophenyl)thiazole-5-carbonitrile C(C([2H])([2H])[2H])(C1=NN2C(C=C(C(=C2)F)N2CCN(CC2)CC(=O)N2CC(C2)O)=C1N(C=1SC(=C(N1)C1=CC=C(C=C1)F)C#N)C)([2H])[2H]